NC=1N=NC(=CC1N1CC(N(CC1)C(=O)C1=CN=CS1)C)C1=C(C=CC=C1)O [4-[3-amino-6-(2-hydroxyphenyl)pyridazin-4-yl]-2-methyl-piperazin-1-yl]-thiazol-5-yl-methanone